3-methyl-3H-imidazo[4,5-b]pyridine-6-carboxylic acid CN1C=NC=2C1=NC=C(C2)C(=O)O